C(C1=CC=CC=C1)OC(C(=O)O)CCCCCCC(CCCCCC)=O (benzyloxy)-9-oxopentadecanoic acid